5-(aminomethyl)-6-(methyl-d3)pyridin-2-amine NCC=1C=CC(=NC1C([2H])([2H])[2H])N